4-aminobutanoic acid NCCCC(=O)O